octanoyl(18-amino-18-oxostearoyl)glycine C(CCCCCCC)(=O)N(CC(=O)O)C(CCCCCCCCCCCCCCCCC(=O)N)=O